Cl.Cl.Cl.FC1=C2C=C(N=NC2=CC(=C1)C=1C=C(C=2N(N1)C=C(N2)C)C#N)C2CCN(CC2)CCF 6-{5-Fluoro-3-[1-(2-fluoroethyl)piperidin-4-yl]cinnolin-7-yl}-2-methylimidazo[1,2-b]pyridazin-8-carbonitril-Trihydrochlorid